4-chloro-N-(5-((4-fluorophenyl)ethynyl)-3-methylpyridin-2-yl)-1-((1-propionylpiperidin-3-yl)methyl)-1H-pyrazole-5-carboxamide ClC=1C=NN(C1C(=O)NC1=NC=C(C=C1C)C#CC1=CC=C(C=C1)F)CC1CN(CCC1)C(CC)=O